2,2,2-trifluoroethyl 2-oxo-2-[rac-(2R,5S)-2-tert-butyl-5-methyl-1-piperidyl]acetate O=C(C(=O)OCC(F)(F)F)N1[C@H](CC[C@@H](C1)C)C(C)(C)C |r|